ClC1=C(C(=CC=2CN3[C@@H](COC21)CNCC3)C#N)C3=C(C=CC=C3C)OC (12aR)-10-chloro-9-(2-methoxy-6-methylphenyl)-1,2,3,4,12,12a-hexahydro-6H-pyrazino[2,1-c][1,4]benzoxazepine-8-carbonitrile